FC=1C=NC=C(C1CCCCC(=O)O)F 3,5-difluoro-4-pyridinepentanoic acid